2-chloro-4-((tetrahydro-2H-thiopyran-4-yl)amino)pyrimidine-5-carboxylic acid ClC1=NC=C(C(=N1)NC1CCSCC1)C(=O)O